Cl.ONC(=O)C1=CC2=C(OC(CN2C)C(=O)NC2CCOCC2)C=C1 N6-hydroxy-4-methyl-N2-(tetrahydro-2H-pyran-4-yl)-3,4-dihydro-2H-benzo[b][1,4]oxazine-2,6-dicarboxamide hydrochloride